CN(C)C1=CC=C(C=C)C=C1 4-(N,N-dimethylamino)styrene